C[C@@]1(NCCC1)C(=O)O (2S)-2-methylpyrrolidine-2-carboxylic acid